Tert-butyl ((S)-1-((2S,4R)-4-hydroxy-2-(((1-methyl-4H-chromeno[4,3-d]isoxazol-7-yl)methyl)formamido)pyrrolidin-1-yl)-3,3-dimethyl-1-oxobutan-2-yl)carbamate O[C@@H]1C[C@H](N(C1)C([C@H](C(C)(C)C)NC(OC(C)(C)C)=O)=O)NC(=O)CC=1C=CC2=C(C1)OCC1=C2C(=NO1)C